C(C)OC(C=C(C)NC)=O 3-methylamino-2-butenoic acid ethyl ester